FC=1C=C(C=CC1OC1=CC=NC2=CC(=C(N=C12)OC)OCCOC)NC(=O)C1=CN(C(=C(C1=O)C1=CC=C(C=C1)F)C)C N-[3-Fluoro-4-[[6-methoxy-7-(2-methoxyethoxy)-1,5-naphthyridin-4-yl]oxy]phenyl]-5-(4-fluorophenyl)-1,6-dimethyl-4-oxopyridine-3-carboxamide